4-(3'-methyl-4'-(1H-1,2,3-triazol-4-yl)-[1,1'-biphenyl]-4-yl)-1H-1,2,3-triazole-5-carboxylic acid CC=1C=C(C=CC1C=1N=NNC1)C1=CC=C(C=C1)C=1N=NNC1C(=O)O